OC1(CCC1)CNCC=1C=C2C3=C(C(NC3=CC=C2)=O)C1 4-((((1-Hydroxycyclobutyl)methyl)amino)methyl)benz[cd]indol-2(1H)-one